5-α-methylbenzylsalicylic acid CC(C1=CC=CC=C1)C1=CC=C(C(C(=O)O)=C1)O